(R)-7-methyl-1-(2-methylthiophene-3-yl)-1,2,3,4-tetrahydroisoquinoline hydrochloride Cl.CC1=CC=C2CCN[C@H](C2=C1)C1=C(SC=C1)C